CC1=CC=C(C=N1)CN1N=CC2=NC=C(C=C21)C2=CC(=CC=C2)C(F)(F)F 1-[(6-Methyl-3-pyridyl)methyl]-6-[3-(trifluoromethyl)phenyl]pyrazolo[4,3-b]pyridine